CN(C1=C2C=CC=C(C2=CC=C1)S(=O)(=O)N)C 5-(Dimethylamino)naphthalene-1-sulfonamide